CN1N=CC2=C1NC1=C(N(C2)C(=O)C2CCC(CC2)C)C=CC=C1 (1-methyl-4,10-dihydrobenzo[b]pyrazolo[3,4-e][1,4]diazepin-5(1H)-yl)(4-methylcyclohexyl)methanone